2-[3-(4-chloro-2-fluoro-3-hydroxy-phenyl)-5-phenyl-1H-pyrazol-4-yl]Ethane ClC1=C(C(=C(C=C1)C1=NNC(=C1CC)C1=CC=CC=C1)F)O